5-bromo-N-(8-chloro-[1,2,4]triazolo[4,3-a]quinazolin-5-yl)-N-methylthiazol-2-amine BrC1=CN=C(S1)N(C)C1=NC=2N(C3=CC(=CC=C13)Cl)C=NN2